N[C@H]1CN(C[C@@H](C1)F)C(=O)C=1C=C(C=2N(C1)N=C(C2C)C=2N(C1=C(C=CC=C1C2)OC[C@@H]2CCC(N2)=O)CC2CC2)F (S)-5-(((2-(6-((3r,5r)-3-amino-5-fluoropiperidine-1-carbonyl)-4-fluoro-3-methylpyrazolo[1,5-a]pyridin-2-yl)-1-(cyclopropylmethyl)-1H-indol-7-yl)oxy)methyl)pyrrolidin-2-one